1-[(3S)-tetrahydrofuran-3-yl]-4-(4,4,5,5-tetramethyl-1,3,2-dioxaborolan-2-yl)-1H-pyrazole O1C[C@H](CC1)N1N=CC(=C1)B1OC(C(O1)(C)C)(C)C